F[P-](F)(F)(F)(F)F.N1(N=NC2=C1C=CC=C2)O[P+](N(C)C)(N(C)C)N(C)C (benzotriazol-1-yloxy)tris(dimethylamino)-phosphonium hexafluorophosphate